1-(4-(2-(4-(benzylamino)but-2-yl)-6-(o-tolyl)-2H-indazol-3-yl)piperidin-1-yl)ethan-1-one C(C1=CC=CC=C1)NCCC(C)N1N=C2C=C(C=CC2=C1C1CCN(CC1)C(C)=O)C1=C(C=CC=C1)C